N-[(3,4-dichlorophenyl)methyl]-N-methylpropanamid ClC=1C=C(C=CC1Cl)CN(C(CC)=O)C